N1C=CC=C1.C1=CC=CC=CC1 cycloheptatriene pyrrole salt